C(C)(C)(C)OC(=O)N1C[C@H](CC1)OC=1C=C(N(N1)C)C(=O)OC methyl 5-[(3S)-1-tert-butoxycarbonylpyrrolidin-3-yl]oxy-2-methyl-pyrazole-3-carboxylate